Azaspiro[3.5]nonane-7,9-dione N1CCC12CCC(CC2=O)=O